7-chloro-5-(2-ethoxypyridin-3-yl)-1-methyl-1H-pyrazolo[4,3-b]pyridine ClC1=C2C(=NC(=C1)C=1C(=NC=CC1)OCC)C=NN2C